C(#N)C(C(=O)NC(OCC)=O)=NNC1=CC(=C(C(=C1)Cl)OC1=NNC(C(=C1)C(C([2H])([2H])[2H])C([2H])([2H])[2H])=O)Br ethyl (2-cyano-2-(2-(3-bromo-5-chloro-4-((5-di(trideuteromethyl) methyl-6-oxo-1,6-dihydropyridazine-3-yl)oxy)phenyl)hydrazono)acetyl)carbamate